ClC=1C(=NC(=NC1)N1C(CCC1)=O)NC1=CC=2C3=C(C(N(C2C=C1)C)=O)C(OC[C@@H](N3)C)=O (S)-10-((5-chloro-2-(2-oxopyrrolidin-1-yl)pyrimidin-4-yl)amino)-2,7-dimethyl-2,3-dihydro-[1,4]oxazepino[6,5-c]quinoline-5,6(1H,7H)-dione